N-(3,6-dimethylpicolinoyl)-O-((1R,3R)-3-(2-(5,6,7,8-tetrahydro-1,8-naphthyridin-2-yl)ethyl)cyclobutyl)-L-homoserine CC=1C(=NC(=CC1)C)C(=O)N[C@@H](CCOC1CC(C1)CCC1=NC=2NCCCC2C=C1)C(=O)O